S1C(=NC2=C1C=CC=C2)NC(=O)C=2C=CC=C1CCN(CC21)C2=CC=C(C(=N2)C(=O)OC(C)(C)C)C=2C(=C(OCCCC1CCN(CC1)[C@@H](C(=O)O)C)C=CC2)C (R)-2-(4-(3-(3-(6-(8-(benzo[d]thiazol-2-ylcarbamoyl)-3,4-dihydroisoquinolin-2(1H)-yl)-2-(tert-butoxycarbonyl)pyridin-3-yl)-2-methylphenoxy)propyl)piperidin-1-yl)propanoic acid